2-phenyl-2-((R)-3-(3-(5,6,7,8-tetrahydro-1,8-naphthyridin-2-yl)propylcarbamoyl)pyrrolidin-1-yl)acetic acid C1(=CC=CC=C1)C(C(=O)O)N1C[C@@H](CC1)C(NCCCC1=NC=2NCCCC2C=C1)=O